N-[(2S,3R)-2-[(2,3'-difluoro[1,1'-biphenyl]-3-yl)methyl]-4,4-difluoro-1-(1-hydroxy-cyclobutane-1-carbonyl)pyrrolidin-3-yl]-ethanesulfonamide FC1=C(C=CC=C1C[C@@H]1N(CC([C@@H]1NS(=O)(=O)CC)(F)F)C(=O)C1(CCC1)O)C1=CC(=CC=C1)F